Cl.C1(=CC(=CC=C1)CNCCCNCCCNCCCCCC)C1=C(C(=C(C=C1)C1=CC=CC=C1)CNCCCNCCCNCCCCCC)CNCCCNCCCNCCCCCC N1,N1',N1''-([1,1':4',1''-terphenyl]-2',3,3'-triyltris(methylene))tris(N3-(3-(hexylamino)propyl)propane-1,3-diamine), hydrochloride salt